OC1=CC=C(C=C1)N1C(C2C3C=CC(C2C1=O)C3=O)=O 4-(4-hydroxyphenyl)-4-aza-10-oxo-tricyclo[5.2.1.02,6]-8-decene-3,5-dione